ClC1C=CNN1CCC 5-chloro-N-propylpyrazoline